4-(4-(hex-5-en-3-yloxy)phenyl)butan-2-one CCC(CC=C)OC1=CC=C(C=C1)CCC(C)=O